[6-(5-cyclobutyl-4H-1,2,4-triazol-3-yl)-2-azaspiro[3.3]heptan-2-yl]-[6-[[5-(trifluoromethyl)-2-pyridyl]methyl]-2-azaspiro[3.3]heptan-2-yl]methanone C1(CCC1)C=1NC(=NN1)C1CC2(CN(C2)C(=O)N2CC3(C2)CC(C3)CC3=NC=C(C=C3)C(F)(F)F)C1